C(C)(C)(C)C1=CC=C(CC(C=O)C)C=C1 4-tert-butyl-alpha-methyl-hydrocinnamaldehyde